[IH2+].CN1C(C=CC2=CC=CC=C12)C 1,2-dimethylquinoline iodonium salt